tert-Butyl (1S,4S)-5-(4-((3-cyclopropyl-2-fluorophenyl)amino)pyrido[3,2-d]pyrimidin-6-yl)-2,5-diazabicyclo[2.2.1]heptane-2-carboxylate C1(CC1)C=1C(=C(C=CC1)NC=1C2=C(N=CN1)C=CC(=N2)N2[C@@H]1CN([C@H](C2)C1)C(=O)OC(C)(C)C)F